3-{[2-(4-chlorophenyl)imidazo[1,2-a]pyrimidin-3-yl]methyl}-3,8-diazabicyclo[3.2.1]octane-8-carboxylic acid propyl ester C(CC)OC(=O)N1C2CN(CC1CC2)CC2=C(N=C1N2C=CC=N1)C1=CC=C(C=C1)Cl